N-(4-Fluoro-3-methylphenyl)-2-(6-hydroxynicotinoyl)-7-methyl-2,3,3a,4,10,10a-hexahydro-1H,7H-dipyrrolo[3,4-b:3',4'-f][1,4,5]oxathiazocin-8-carboxamid-5,5-dioxid FC1=C(C=C(C=C1)NC(=O)C=1N(C=C2C1OCC1C(NS2(=O)=O)CN(C1)C(C1=CN=C(C=C1)O)=O)C)C